N-(6-cyano-4-fluoro-1-(1-methylcyclobutyl)-1H-benzo[d]imidazol-2-yl)-4,4,4-trifluoro-2,3,3-trimethylbutanamide C(#N)C=1C=C(C2=C(N(C(=N2)NC(C(C(C(F)(F)F)(C)C)C)=O)C2(CCC2)C)C1)F